FC1=C(C=C(CC2=NNC(C3=CC=CC=C23)=O)C=C1)C(=O)N1CC=2N(CC1)C(=NN2)C(C)(F)F 4-(4-Fluoro-3-(3-(1,1-difluoroethyl)-5,6,7,8-tetrahydro-[1,2,4]triazolo[4,3-a]pyrazine-7-carbonyl)benzyl)phthalazin-1(2H)-one